(2R)-2-amino-3-(3-methyl-1-bicyclo[1.1.1]pentanyl)propan-1-ol N[C@@H](CO)CC12CC(C1)(C2)C